[W].[Th].N1=C(C=CC=C1)SS[C@H]1[C@@H](CC2=CC=CC=C2C1)O |r| racemic-trans-3-(2-pyridyldithio)tetralin-2-ol thorium-tungsten